(1-amino-3-hydroxy-1-oxopropan-2-yl)-5-((2-fluorobenzyl)oxy)-2-methylbenzofuran-3-carboxamide NC(C(CO)C1=C(C=CC2=C1C(=C(O2)C)C(=O)N)OCC2=C(C=CC=C2)F)=O